C1(CC1)C=1ON=C2C1C(OCC1=C2C2=C(N=CN=C2NCC2=C(C=C(C=C2)OC)OC)N1C(C)C)=O 3-cyclopropyl-11-((2,4-dimethoxybenzyl)amino)-7-isopropyl-6,7-dihydro-4H-isoxazolo[3'',4'':5',6']oxepino[4',3':4,5]pyrrolo[2,3-d]pyrimidin-4-one